tert-butyl (tert-butoxycarbonyl)(4-cyanopyrimidin-2-yl)carbamate C(C)(C)(C)OC(=O)N(C(OC(C)(C)C)=O)C1=NC=CC(=N1)C#N